(S)-8-chloro-6-trideuteromethyl-2-(trifluoromethyl)-2H-chromene-3-carboxylic acid ClC=1C=C(C=C2C=C([C@H](OC12)C(F)(F)F)C(=O)O)C([2H])([2H])[2H]